19-fluoro-10,12,12-trimethyl-13-oxa-7,10,22,25,26-pentaazahexacyclo[19.5.2.12,6.17,11.015,20.024,27]triaconta-1(26),2,4,6(30),15(20),16,18,21,23,27-decaene FC1=CC=CC=2COC(C3N(CCN(C=4C=CC=C(C5=NNC6=CN=C(C12)C=C56)C4)C3)C)(C)C